FC=1C(=NC(=CC1)C(=O)OC)CC[C@H]1N(CCNC1)C(=O)OC(C)(C)C (R)-tert-butyl 2-(2-(3-fluoro-6-(methoxycarbonyl)pyridin-2-yl)ethyl)piperazine-1-carboxylate